C(=C)[C@H]1C[C@@H](CCC1)O (1R,3R)-3-VINYLCYCLOHEXANOL